C(C)(C)(C)OC(=O)NC(C(=O)O)(C)C 2-(tert-Butoxycarbonylamino)-2-methyl-propionic acid